C1(CC1)CN1N=C(C=C1C)N\C(\C)=C\1/C(NC2=CN=C(C=C21)C=2C=NC=CC2C)=O (Z)-3-(1-((1-(cyclopropylmethyl)-5-methyl-1H-pyrazol-3-yl)amino)ethylidene)-5-(4-methylpyridin-3-yl)-1H-pyrrolo[2,3-c]pyridin-2(3H)-one